6-[5-[(1R)-1-Benzyloxy-1-(trifluoromethyl)pent-4-enyl]-1,3,4-oxadiazol-2-yl]-5-nitro-N-(1-pyrimidin-2-ylbut-3-enyl)-3-(trifluoromethyl)pyridin-2-amine C(C1=CC=CC=C1)O[C@@](CCC=C)(C(F)(F)F)C1=NN=C(O1)C1=C(C=C(C(=N1)NC(CC=C)C1=NC=CC=N1)C(F)(F)F)[N+](=O)[O-]